O=C1NC(CCC1C1=C(C=C(C2=C1C=CO2)N2CC(C2)NC(OC(C)(C)C)=O)F)=O tert-butyl (1-(4-(2,6-dioxopiperidin-3-yl)-5-fluorobenzofuran-7-yl)azetidin-3-yl)carbamate